carbon diphosphate [O-]P([O-])(=O)OP(=O)([O-])[O-].[C+4]